ClCC1=CC=C(C=C1)CN1CCN(CC1)C1=C(C=CC=C1)F 1-[[4-(chloromethyl)phenyl]methyl]-4-(2-fluorophenyl)piperazine